4-chloro-8-methoxy-6-(5-methylpyrimidin-2-yl)cinnoline ClC1=CN=NC2=C(C=C(C=C12)C1=NC=C(C=N1)C)OC